(8-((2-(2,6-Dioxopiperidin-3-yl)-1,3-dioxoisoindolin-4-yl)amino)octyl)carbamic acid tert-butyl ester C(C)(C)(C)OC(NCCCCCCCCNC1=C2C(N(C(C2=CC=C1)=O)C1C(NC(CC1)=O)=O)=O)=O